tert-butyl (R)-2-((S)-1-(4-fluorophenyl)-1,2,3,4-tetrahydroisoquinoline-2-carbonyl)-6-oxa-2,9-diazaspiro[4.5]decane-9-carboxylate FC1=CC=C(C=C1)[C@@H]1N(CCC2=CC=CC=C12)C(=O)N1C[C@@]2(CC1)OCCN(C2)C(=O)OC(C)(C)C